2-(indolizin-1-yl)-N,N-dimethylethan-1-amine oxalate C(C(=O)O)(=O)O.C=1(C=CN2C=CC=CC12)CCN(C)C